F[B-](F)(F)F.CC1=NC=CN1C 2,3-dimethyl-imidazole tetrafluoroborate